(2-(benzyloxy)-4-bromophenyl)-7-(methylsulfinyl)pyrazolo[1,5-d][1,2,4]triazine C(C1=CC=CC=C1)OC1=C(C=CC(=C1)Br)C1=NN2C(=NN=CC2=C1)S(=O)C